1-[(3R,4S)-4-cyanotetrahydropyran-3-yl]-3-[(2-fluoro-6-methoxy-4-pyridyl)amino]pyrazole-4-carboxamide C(#N)[C@@H]1[C@H](COCC1)N1N=C(C(=C1)C(=O)N)NC1=CC(=NC(=C1)OC)F